CC1=CC2=C(C=NCS2)C=C1 7-Methyl-2H-benzo[e][1,3]thiazine